O=C1NC(CCC1C1=NN(C2=CC(=CC=C12)OCC(=O)NC=1C=NN(C1)C1CCOCC1)C)=O 2-((3-(2,6-Dioxopiperidin-3-yl)-1-methyl-1H-indazol-6-yl)oxy)-N-(1-(tetrahydro-2H-pyran-4-yl)-1H-pyrazol-4-yl)acetamide